3,3'-Bis(trimethoxysilyl)dipropylamine CO[Si](CCCNCCC[Si](OC)(OC)OC)(OC)OC